6-(pyridin-2-yl)-2,6-diazaspiro[3.3]Heptane-2-yl ketone N1=C(C=CC=C1)N1CC2(CN(C2)C(=O)N2CC3(C2)CN(C3)C3=NC=CC=C3)C1